4-(2-fluoro-4-nitrophenyl)piperazine FC1=C(C=CC(=C1)[N+](=O)[O-])N1CCNCC1